N,N-diethylglycinate C(C)N(CC(=O)[O-])CC